(R)-N-((S)-4-methoxy-1,3-dihydrospiro[indene-2,4'-piperidin]-1-yl)-2-methylpropane-2-sulfinamide 2,2,2-trifluoroacetate FC(C(=O)O)(F)F.COC1=C2CC3(CCNCC3)[C@@H](C2=CC=C1)N[S@](=O)C(C)(C)C